CC(C)(C1=CC=C(C=C1)O)C1=CC=C(C=C1)O 4,4'-(1-methylethylidene)bis-phenol